4-nitrobenzyl ((1R,3R)-3-(3-mercaptoazetidin-1-yl)cyclopentyl)carbamate SC1CN(C1)[C@H]1C[C@@H](CC1)NC(OCC1=CC=C(C=C1)[N+](=O)[O-])=O